2-[(3R)-quinuclidin-3-yl]Acetic acid N12C[C@@H](C(CC1)CC2)CC(=O)O